C1(=CC=CC=C1)S(=O)(=O)N1C=CC=2C1=NC(=CC2)OC 1-(Benzenesulfonyl)-6-methoxy-1H-pyrrolo[2,3-b]pyridine